(3R)-3-amino-5-[(4-chlorophenyl)methyl]-1,1-dioxo-7-(5-phenyl-1,3,4-oxadiazol-2-yl)-2,3-dihydro-1λ6,5-benzothiazepine-4-one N[C@H]1CS(C2=C(N(C1=O)CC1=CC=C(C=C1)Cl)C=C(C=C2)C=2OC(=NN2)C2=CC=CC=C2)(=O)=O